CN(C1=C(C=O)C=CC(=C1)OCC1=C(C=CC=C1)C(F)(F)F)C 2-(dimethylamino)-4-{[2-(trifluoromethyl)phenyl]Methoxy}benzaldehyde